ClC=1C=CC(=C(C1)N1CC(N(CC1=O)C(C(=O)NC1=CC=C(C=C1)NC(OC)=O)CC1=CC=CC=C1)=O)N1N=NN=C1 Methyl (4-(2-(4-(5-chloro-2-(1H-tetrazol-1-yl)phenyl)-2,5-dioxopiperazin-1-yl)-3-phenylpropanamido)phenyl)carbamate